C(C1=CC=CC=C1)NS(=O)(=O)C=1C=C(C=CC1)C=1N=C2C(N=CNC2=CC1)=O 6-[m-(benzylaminosulfonyl)phenyl]-1,3,5-triaza-4(1H)-naphthalenone